Nε-(carbobenzyloxy)-L-lysine C(=O)(OCC1=CC=CC=C1)NCCCC[C@H](N)C(=O)O